C1=CC=CC=2C=CC=3SC4=C(C3C12)C1=CC=CC=C1C=C4 dinaphtho[2,1-b:1',2'-d]Thiophene